(R)-2-((1-(2-cyano-7-methyl-3-(4-(2,2,2-trifluoroethyl)piperazin-1-yl)quinoxalin-5-yl)ethyl)amino)benzoic acid C(#N)C1=NC2=CC(=CC(=C2N=C1N1CCN(CC1)CC(F)(F)F)[C@@H](C)NC1=C(C(=O)O)C=CC=C1)C